(S)-4-((2-cyclopropoxyethyl)(4-(5,6,7,8-tetrahydro-1,8-naphthyridin-2-yl)butyl)amino)-2-((S)-2-phenylpropanamido)butanoic acid C1(CC1)OCCN(CC[C@@H](C(=O)O)NC([C@@H](C)C1=CC=CC=C1)=O)CCCCC1=NC=2NCCCC2C=C1